C(C)N1N=CC2=C1N(C(C=1C=C(C=C(C21)C(C)NC=2C(=NC(=CC2)C)C=2C(=NNC2)C)C)=O)C 3-ethyl-4,7-dimethyl-9-(1-((6-methyl-2-(3-methyl-1H-pyrazol-4-yl)pyridin-3-yl)amino)ethyl)-3,4-dihydro-5H-pyrazolo[3,4-c]isoquinolin-5-one